CC1=CN=CN1CCCNC(=NC#N)NC=1C=CC=2C(=NSN2)C1 (3-(5-Methyl-1H-imidazol-1-yl)propyl)-3-(benzo[c][1,2,5]thiadiazol-6-yl)-2-cyanoguanidin